FC(C)(C)C1CCC(CC1)CO (4-(2-fluoropropan-2-yl)cyclohexyl)methanol